3-phenyl-1-(3-((9-(pyridin-2-yl)-9H-carbazol-2-yl)oxy)phenyl)-1H-benzo[d]imidazol-3-ium hexafluorophosphate F[P-](F)(F)(F)(F)F.C1(=CC=CC=C1)[N+]1=CN(C2=C1C=CC=C2)C2=CC(=CC=C2)OC2=CC=1N(C3=CC=CC=C3C1C=C2)C2=NC=CC=C2